4-Cyclopropyl-N-((S)-((1r,4S)-4-fluorocyclohexyl)(5-((S)-2-methoxy-1-((S)-2-oxo-4-(trifluoromethyl)imidazolidin-1-yl)ethyl)benzo[d]oxazol-2-yl)methyl)-1,2,5-oxadiazole-3-carboxamide C1(CC1)C=1C(=NON1)C(=O)N[C@H](C=1OC2=C(N1)C=C(C=C2)[C@@H](COC)N2C(N[C@@H](C2)C(F)(F)F)=O)C2CCC(CC2)F